N-((2,3-dihydrobenzofuran-5-yl)methyl)-4-(5-methyl-2-((1-methyl-1H-pyrazol-5-yl)amino)pyrimidin-4-yl)oxazole-2-carboxamide O1CCC2=C1C=CC(=C2)CNC(=O)C=2OC=C(N2)C2=NC(=NC=C2C)NC2=CC=NN2C